5-(2-fluoro-4-trimethylsilylanilino)-2-(hydroxymethyl)pyridine-4-carboxylic acid methyl ester COC(=O)C1=CC(=NC=C1NC1=C(C=C(C=C1)[Si](C)(C)C)F)CO